(E)-7-(3-(4-trifluoromethyl-benzylidene)-2,5-dioxopyrrolidinyl)-N-hydroxyheptanamide FC(C1=CC=C(\C=C/2\C(N(C(C2)=O)CCCCCCC(=O)NO)=O)C=C1)(F)F